(1S,2R)-2-((S)-5-chloro-8-((1-(2,2-difluoroethyl)-1H-imidazol-2-yl)methoxy)-1-((1-oxoisoindolin-2-yl)methyl)-1,2,3,4-tetrahydroisoquinoline-2-carbonyl)cyclohexane-1-carboxylic acid ClC1=C2CCN([C@@H](C2=C(C=C1)OCC=1N(C=CN1)CC(F)F)CN1C(C2=CC=CC=C2C1)=O)C(=O)[C@H]1[C@H](CCCC1)C(=O)O